CN1N=CC(=C(C1=O)C)N[C@@H]1C[C@@H](CN(C1)C)C1=CC=C(C=C1)CN1CCN(CC1)C=1C=CC(=C(C1)C1C(NC(CC1)=O)=O)F 3-[5-[4-[[4-[(3R,5R)-5-[(1,5-dimethyl-6-oxo-pyridazin-4-yl)amino]-1-methyl-3-piperidyl]phenyl]methyl]piperazin-1-yl]-2-fluoro-phenyl]piperidine-2,6-dione